CC(C)C1=CC=C(C=C1)Br p-bromocumene